5-chloro-2-fluoro-4-((2-fluoro-6-(morpholinomethyl)benzyl)amino)-N-(thiazol-4-yl)benzenesulfonamide ClC=1C(=CC(=C(C1)S(=O)(=O)NC=1N=CSC1)F)NCC1=C(C=CC=C1CN1CCOCC1)F